FC=1C=C(C=C(C1)F)C1CC=NN1C(=O)C12CC(C1)(C2)COC=2C=CC(=NC2)C#N 5-((3-(5-(3,5-difluorophenyl)-4,5-dihydro-1H-pyrazole-1-carbonyl)bicyclo[1.1.1]pentan-1-yl)methoxy)picolinonitrile